ethyl 1-((3,3-difluorocyclobutyl)methyl)-4-methyl-3-(perfluoroethyl)-1H-pyrazole-5-carboxylate FC1(CC(C1)CN1N=C(C(=C1C(=O)OCC)C)C(C(F)(F)F)(F)F)F